FC(CN1C(=NC2=NC=C(C=C21)C=2C=CN1N=C(N=CC12)N[C@@H]1[C@H](CN(CC1)C)F)C)F 5-(1-(2,2-difluoroethyl)-2-methyl-1H-imidazo[4,5-b]pyridin-6-yl)-N-((3S,4S)-3-fluoro-1-methylpiperidin-4-yl)pyrrolo[2,1-f][1,2,4]triazin-2-amine